N-[[2-fluoro-4-[5-(trifluoromethyl)-1,2,4-oxadiazol-3-yl]phenyl]methyl]propane-1-sulfonamide FC1=C(C=CC(=C1)C1=NOC(=N1)C(F)(F)F)CNS(=O)(=O)CCC